C(C)OC(CCCCCC1=NC=2NCCCC2C=C1)=O.ClC=1C=C(C=C(C1O)[N+](=O)[O-])C(=O)N1C2=C(OC3(CC3)C1)C=C(C=C2)Br (3-chloro-4-hydroxy-5-nitrophenyl)(7-bromospiro[benzo[b][1,4]oxazin-2,1'-cyclopropane]-4(3H)-yl)methanone ethyl-6-(5,6,7,8-tetrahydro-1,8-naphthyridin-2-yl)hexanoate